[4-[[5-chloro-4-(3-methyl-5-nitro-indol-1-yl)pyrimidin-2-yl]amino]pyrazol-1-yl]piperidine-1-carboxylic acid tert-butyl ester C(C)(C)(C)OC(=O)N1C(CCCC1)N1N=CC(=C1)NC1=NC=C(C(=N1)N1C=C(C2=CC(=CC=C12)[N+](=O)[O-])C)Cl